[I-].CCC(CCC)S1C(=NC2=C1C=CC=C2)C 1-3-hexyl-2-methylbenzothiazole iodide salt